N1C(CCC=C1)C1=CCN(C=C1)C(=O)[O-] tetrahydro-2'H-[2,4']bipyridinyl-1'-carboxylate